Cl.N[C@H](CC1=C(C2=C(N=C(N=C2NCC=2OC=CC2)Cl)N1C)C)C 6-[(2S)-2-aminopropyl]-2-chloro-N-[(furan-2-yl)methyl]-5,7-dimethyl-7H-pyrrolo[2,3-d]pyrimidin-4-amine hydrochloride